2-methoxy-2-methyl-N-(trimethoxysilylthioethyl)-1-aza-2-silacyclopentane CO[Si]1(N(CCC1)CCS[Si](OC)(OC)OC)C